CC1=CC=C(CN2CC(CC2)CNC(=O)C2CCN(CC2)C2=NC(=NO2)C=2C=C(C=CC2)C)C=C1 N-((1-(4-methylbenzyl)pyrrolidin-3-yl)methyl)-1-(3-(m-tolyl)-1,2,4-oxadiazol-5-yl)piperidine-4-carboxamide